C(C)OC(=O)C=1C=C2C(=CC=CN2C1CC(F)(F)F)Br 8-bromo-3-(2,2,2-trifluoroethyl)indolizine-2-carboxylic acid ethyl ester